(R)-methyl 6-(bromomethyl)-4-(2-chloro-6-fluorophenyl)-2-(thiazol-2-yl)-1,4-dihydropyrimidine-5-carboxylate BrCC1=C([C@@H](N=C(N1)C=1SC=CN1)C1=C(C=CC=C1F)Cl)C(=O)OC